N=1C=CN2N=C(C=CC21)C2=CNC=1N=C(N=C(C12)NC)NC1CCC(CC1)NC(C)=O N-((1r,4r)-4-((5-(imidazo[1,2-b]pyridazin-6-yl)-4-(methylamino)-7H-pyrrolo[2,3-d]pyrimidin-2-yl)amino)cyclohexyl)acetamide